methyl (4-(2-chloro-4-fluorophenyl)-1-oxo-1,2-dihydroisoquinolin-7-yl)alaninate ClC1=C(C=CC(=C1)F)C1=CNC(C2=CC(=CC=C12)N[C@@H](C)C(=O)OC)=O